3-((6-((4-(4-amino-3-(4-phenoxyphenyl)-1H-pyrazolo[3,4-d]pyrimidin-1-yl)piperidin-1-yl)methyl)pyridin-3-yl)amino)piperidine-2,6-dione NC1=C2C(=NC=N1)N(N=C2C2=CC=C(C=C2)OC2=CC=CC=C2)C2CCN(CC2)CC2=CC=C(C=N2)NC2C(NC(CC2)=O)=O